C(#N)C1=CC(=C(C=C1)CCCC(=O)O)NC(=O)[C@H]1[C@]2(C1)CCOC1=CC=C(C=C12)C(NC(C)C)=O 4-[4-cyano-2-({[(2'R,4S)-6-(isopropylcarbamoyl)-2,3-dihydrospiro[chromen-4,1'-cyclopropane]-2'-yl]carbonyl}amino)phenyl]butanoic acid